C(C)(C)(C)C=1C=CC=2C(NS(C=3C=CC=C(NC(CC[C@H]4CC(N(C2N1)C4)(C)C)CC4=NC=CC=C4)N3)(=O)=O)=O (14S)-8-tert-butyl-12,12-dimethyl-17-[(pyridin-2-yl)methyl]-2λ6-thia-3,9,11,18,23-pentaazatetracyclo[17.3.1.111,14.05,10]tetracosa-1(23),5(10),6,8,19,21-hexaene-2,2,4-trione